3-[4-[1-[[2-[4-[4-(aminomethyl)-3-methyl-phenyl]pyrrolo[2,1-f][1,2,4]triazin-6-yl]cyclopropyl]methyl]-4-piperidyl]anilino]piperidine-2,6-dione HCl salt Cl.NCC1=C(C=C(C=C1)C1=NC=NN2C1=CC(=C2)C2C(C2)CN2CCC(CC2)C2=CC=C(NC1C(NC(CC1)=O)=O)C=C2)C